5,6-dichloro-1-[(4-methoxyphenyl)methyl]-1'-[1-(tetrahydropyran-2-yl)pyrazol-3-yl]spiro[indole-3,3'-pyrrolidin]-2-one ClC=1C=C2C(=CC1Cl)N(C(C21CN(CC1)C1=NN(C=C1)C1OCCCC1)=O)CC1=CC=C(C=C1)OC